N[C@H](C(=O)NCCC(=O)N[C@@H](CCC(=O)O)C(=O)O)CCN(C(CO)=O)[C@H](C(C)(C)C)C=1N(C=C(C1)C1=C(C=CC(=C1)F)F)CC1=CC=CC=C1 N-{(2S)-2-amino-4-[{(1R)-1-[1-benzyl-4-(2,5-difluorophenyl)-1H-pyrrol-2-yl]-2,2-dimethyl-propyl}(glycoloyl)amino]butanoyl}-beta-alanyl-L-glutamic acid